9,9-bis(4-(2-hydroxyethoxy)-3-tert-butyl-6-methylphenyl)fluorene OCCOC1=C(C=C(C(=C1)C)C1(C2=CC=CC=C2C=2C=CC=CC12)C1=CC(=C(C=C1C)OCCO)C(C)(C)C)C(C)(C)C